6-((6-((biotinoyl)amino)hexanoyl)amino)hexanoic acid, succinimidyl ester C(CCCC[C@@H]1SC[C@@H]2NC(=O)N[C@H]12)(=O)NCCCCCC(=O)NCCCCCC(=O)ON1C(CCC1=O)=O